2',3',4'-trifluoro-[1,1'-biphenyl] FC1=C(C=CC(=C1F)F)C1=CC=CC=C1